COC(=O)C1CCC=2C(=NN(C2C1)C1=CC=C(C=C1)F)C1=C(C=CC=C1)Cl 3-(2-chlorophenyl)-1-(4-fluorophenyl)-4,5,6,7-tetrahydro-1H-indazole-6-carboxylic acid methyl ester